[1-(5-bromo-1,3-benzothiazol-2-yl)cyclopropyl]methanamine BrC=1C=CC2=C(N=C(S2)C2(CC2)CN)C1